9-(4-(3-(1-acetylpiperidin-3-yl)-1H-pyrazol-1-yl)benzyl)-2-(2-isopropylphenyl)-7,9-dihydro-8H-purin-8-one C(C)(=O)N1CC(CCC1)C1=NN(C=C1)C1=CC=C(CN2C3=NC(=NC=C3NC2=O)C2=C(C=CC=C2)C(C)C)C=C1